NCC(CO)(F)F 3-amino-2,2-difluoro-1-propanol